C(C)(C)(C)OC(=O)N(C)CC1=C(C=CC=C1)CC(=O)O 2-[2-[[tert-butoxycarbonyl-(methyl)amino]methyl]phenyl]acetic acid